P(=S)(SC(C)(C)C)(OC(C)(C)C)[O-].[Na+] sodium di-tert-butyl dithiophosphate